N-[3-[2,5-bis(difluoromethoxy)phenyl]-1-[[2-[3-[2-(dimethylamino)ethyl-methyl-amino]cyclobutyl]tetrazol-5-yl]methyl]pyrazol-4-yl]pyrazolo[1,5-a]pyrimidine-3-carboxamide FC(OC1=C(C=C(C=C1)OC(F)F)C1=NN(C=C1NC(=O)C=1C=NN2C1N=CC=C2)CC=2N=NN(N2)C2CC(C2)N(C)CCN(C)C)F